6-(1-methyl-1H-pyrazol-4-yl)-4-(6-(4-((2S)-2-(1-methylpyrrolidin-2-yl)-2-phenylacetyl)piperazin-1-yl)pyridin-3-yl)pyrazolo[1,5-a]pyrazine-3-carbonitrile CN1N=CC(=C1)C=1N=C(C=2N(C1)N=CC2C#N)C=2C=NC(=CC2)N2CCN(CC2)C([C@@H](C2=CC=CC=C2)C2N(CCC2)C)=O